CN1C(N(C2=C1C=C(C=C2C2CCOCC2)NC)C)=O 1,3-dimethyl-6-(methylamino)-4-(tetrahydro-2H-pyran-4-yl)-1,3-dihydro-2H-benzo[d]imidazol-2-one